OC[C@@H]1C[C@@H](NC1)COC1(N2C(N(C(CC1)C2)OS(=O)(=O)O)=O)C(=O)N [(2R,4R)-4-Hydroxymethyl-pyrrolidin-2-yl]methyloxyl-7-oxo-6-(sulfooxy)-1,6-diazabicyclo[3.2.1]octane-2-carboxamide